tert-butyl (2R,5S)-4-(6-chloro-1-(4,6-diisopropyl-2-methylpyrimidin-5-yl)-7-(2-fluorophenyl)-2-oxo-1,2-dihydropyrido[2,3-d]pyrimidin-4-yl)-2,5-dimethylpiperazine-1-carboxylate ClC1=CC2=C(N(C(N=C2N2C[C@H](N(C[C@@H]2C)C(=O)OC(C)(C)C)C)=O)C=2C(=NC(=NC2C(C)C)C)C(C)C)N=C1C1=C(C=CC=C1)F